tert-butyl 6-(4-chlorothiazol-2-yl)-2-(2,6-dimethyl-4-pyridyl)-3-methyl-indole-1-carboxylate ClC=1N=C(SC1)C1=CC=C2C(=C(N(C2=C1)C(=O)OC(C)(C)C)C1=CC(=NC(=C1)C)C)C